CC12C3C(C(C=C1)C2)C(=O)OC3=O 1-methyl-5-norbornene-2,3-dicarboxylic anhydride